C1CCC12CN(CCC2)C2=NC=CC(=N2)NC2=CC(=NO2)C2=C(C=C(C=C2)OC)F N-(2-(6-azaspiro[3.5]non-6-yl)pyrimidin-4-yl)-3-(2-fluoro-4-methoxyphenyl)isoxazol-5-amine